tert-butyl ((1R,3S)-3-((4-bromo-2-nitrophenyl)amino)cyclohexyl)carbamate BrC1=CC(=C(C=C1)N[C@@H]1C[C@@H](CCC1)NC(OC(C)(C)C)=O)[N+](=O)[O-]